tert-butyl 4-(2-chloro-5-fluoropyrimidin-4-yl)-2-methylbenzylcarbamate ClC1=NC=C(C(=N1)C1=CC(=C(CNC(OC(C)(C)C)=O)C=C1)C)F